12-(Oxolan-3-yl)-12-azatricyclo[6.3.1.02,7]dodeca-2,4,6-triene hydrochloride Cl.O1CC(CC1)N1C2C3=CC=CC=C3C1CCC2